ClC1=NC=C(C(=C1)C1=CCN(C(=C1)C)C=1SC(=NN1)OC[C@H]1OCC(OC1)(C)C)OC (S)-2'-chloro-N-(5-((5,5-dimethyl-1,4-dioxan-2-yl)methoxy)-1,3,4-thiadiazol-2-yl)-5'-methoxy-6-methyl-(4,4')Bipyridine